naphthalene-2-ylsulfonyl-indole C1=C(C=CC2=CC=CC=C12)S(=O)(=O)C=1NC2=CC=CC=C2C1